OC(=O)C(F)(F)F.CC1=NC=C(C=C1)C1(OC2=C(O1)C=CC=C2C2CCNCC2)C 2-methyl-5-(2-methyl-4-(piperidin-4-yl)benzo[d][1,3]dioxol-2-yl)pyridine TFA salt